4-chloro-5-fluoro-N-methylpicolinamide ClC1=CC(=NC=C1F)C(=O)NC